CC1(CC=C(C=C1)C)NC1=CC=C(C=C1)NC1(CC=C(C=C1)C)C bis(1,4-dimethylphenyl)-p-phenylenediamine